5-amino-2-methoxy-pyridine-3-carboxamide NC=1C=C(C(=NC1)OC)C(=O)N